CC=1C(=NN2C1C(N(CC2)C2=C(C=C(C=C2)C2=NC1=CC=C(C=C1C=N2)C(F)(F)F)C)=O)CN2CCOCC2 3-methyl-5-(2-methyl-4-(6-(trifluoromethyl)quinazolin-2-yl)phenyl)-2-(morpholinomethyl)-6,7-dihydropyrazolo[1,5-a]pyrazin-4(5H)-one